OC1=C(C=CC(=C1O)O)C(C=CC1=NC=CC=C1)=O 1-(2,3,4-trihydroxyphenyl)-3-(pyridin-2-yl)-2-propen-1-one